6,6-difluoro-1-[rac-(1S,4S)-4-(1,5-dimethylpyrazol-4-yl)-1-methyl-3,4-dihydro-1H-isoquinolin-2-yl]hexan-1-one FC(CCCCC(=O)N1[C@H](C2=CC=CC=C2[C@H](C1)C=1C=NN(C1C)C)C)F |r|